ethyl 2-methyl-5-oxo-6-(pyridin-2-ylmethyl)-5,6-dihydro-1,6-naphthyridine-3-carboxylate CC1=NC=2C=CN(C(C2C=C1C(=O)OCC)=O)CC1=NC=CC=C1